ClC1=C(OCC2C3CN(CC2CC3)C(=O)N3C[C@@H]2[C@@H](OCC(N2)=O)CC3)C=CC(=C1)F (4aR,8aS)-6-[8-[(2-Chloro-4-fluorophenoxy)methyl]-3-azabicyclo[3.2.1]octan-3-carbonyl]-4,4a,5,7,8,8a-hexahydropyrido[4,3-b][1,4]oxazin-3-on